C1OCC12CC(C2)NC=2C=C1C(N(C(C1=CC2)=O)CC2=CC1=C(NC(O1)=O)C=C2)C 6-((5-((2-oxaspiro[3.3]heptan-6-yl)amino)-3-methyl-1-oxoisoindolin-2-yl)methyl)benzo[d]oxazol-2(3H)-one